C(C)NC(=O)C1CC(N(C1)CC1=CC=C(C(=O)OC(C)(C)C)C=C1)=O tert-butyl 4-((4-(ethylcarbamoyl)-2-oxopyrrolidin-1-yl)methyl)benzoate